CC1=C(C(=CC(=C1)C)C)S(=O)(=O)[O-].N[N+]1=C(C(=C(C=C1)Cl)C)C#CCOC1OCCCC1 1-amino-4-chloro-3-methyl-2-(3-((tetrahydro-2H-pyran-2-yl)oxy)prop-1-yn-1-yl)pyridin-1-ium 2,4,6-trimethyl-benzenesulfonate